COC1=CC=C(CN(S(=O)(=O)C2=C3C=NN(C3=CC(=C2)NC(OC(C)(C)C)=O)C2=CC=C(C=C2)F)CC2=CC=C(C=C2)OC)C=C1 tert-butyl (4-(N,N-bis(4-methoxybenzyl)sulfamoyl)-1-(4-fluorophenyl)-1H-indazol-6-yl)carbamate